2-((1H-pyrazol-3-yl)methyl)-6-((5-fluorothiazol-4-yl)methyl)-4-methyl-4H-thiazolo[5',4':4,5]pyrrolo[2,3-d]pyridazin-5(6H)-one N1N=C(C=C1)CC=1SC2=C(N(C=3C(N(N=CC32)CC=3N=CSC3F)=O)C)N1